C(C1=CC=CC=C1)(=O)OC(C)C(C(C)OC(C1=CC=CC=C1)=O)CCC 3-propyl-2,4-pentanediol dibenzoate